ClC=1C=CC(=C(C1)C1=CC(N(C=C1OC)C(C(=O)NC=1C=CC(=NC1)C(=O)N)CCC)=O)N1N=NN=C1 5-{[2-{4-[5-chloro-2-(1H-tetrazol-1-yl)phenyl]-5-methoxy-2-oxopyridin-1(2H)-yl}pentanoyl]amino}pyridine-2-carboxamide